7-(chloromethyl)pyrazolo[1,5-a]quinoxalin-4(5H)-one ClCC=1C=C2NC(C=3N(C2=CC1)N=CC3)=O